C(C)(C)N1C(=NN=C1)C1=CC=CC(=N1)N1CC2=CC(=C(C=C2C1=O)CCS(=O)(=O)N)C (2-(6-(4-isopropyl-4H-1,2,4-triazol-3-yl)pyridin-2-yl)-6-methyl-3-oxoisoindol-5-yl)ethylsulfonamide